FC(C1=NN=C(O1)C1=CC(=C(CN2C(N(C3=C2C=C(C(=C3)C=3C=NC=CC3)F)C3CCN(CC3)C)=O)C=C1)F)F 1-(4-(5-(difluoromethyl)-1,3,4-oxadiazol-2-yl)-2-fluorobenzyl)-6-fluoro-3-(1-methylpiperidin-4-yl)-5-(pyridin-3-yl)-1,3-dihydro-2H-benzo[d]imidazol-2-one